(3-FLUORO-4-([(4-METHYLCYCLOHEXYL)OXY]METHYL)PHENYL)BORANEDIOL FC=1C=C(C=CC1COC1CCC(CC1)C)B(O)O